CC1=CN(C(=O)NC1=O)[C@H]2C[C@@H]([C@H](O2)COP(=O)(O)O[C@H]3C[C@@H](O[C@@H]3COP(=O)(O)O[C@H]4C[C@@H](O[C@@H]4COP(=O)(O)O[C@H]5C[C@@H](O[C@@H]5COP(=O)(O)O[C@H]6C[C@@H](O[C@@H]6COP(=O)(O)O[C@H]7C[C@@H](O[C@@H]7CO)N8C=NC9=C8N=C(NC9=O)N)N1C=CC(=NC1=O)N)N1C=NC2=C1N=C(NC2=O)N)N1C=NC2=C(N=CN=C21)N)N1C=NC2=C1N=C(NC2=O)N)OP(=O)(O)OC[C@@H]1[C@H](C[C@@H](O1)N1C=NC2=C1N=C(NC2=O)N)OP(=O)(O)OC[C@@H]1[C@H](C[C@@H](O1)N1C=NC2=C(N=CN=C21)N)OP(=O)(O)OC[C@@H]1[C@@H]2C[C@@H](O1)N1[C@@H](C3=NC(=O)N(C=C3C)[C@H]3C[C@@H]([C@H](O3)COP(=O)(O2)O)OP(=O)(O)OC[C@@H]2[C@H](C[C@@H](O2)N2C=NC3=C(N=CN=C32)N)OP(=O)(O)OC[C@@H]2[C@H](C[C@@H](O2)N2C=C(C(=O)NC2=O)C)OP(=O)(O)OC[C@@H]2[C@H](C[C@@H](O2)N2C=NC3=C2N=C(NC3=O)N)OP(=O)(O)OC[C@@H]2[C@H](C[C@@H](O2)N2C=NC3=C2N=C(NC3=O)N)OP(=O)(O)OC[C@@H]2[C@H](C[C@@H](O2)N2C=NC3=C(N=CN=C32)N)OP(=O)(O)OC[C@@H]2[C@H](C[C@@H](O2)N2C=CC(=NC2=O)N)OP(=O)(O)OC[C@@H]2[C@H](C[C@@H](O2)N2C=NC3=C2N=C(NC3=O)N)OP(=O)(O)OC[C@@H]2[C@H](C[C@@H](O2)N2C=NC3=C2N=C(NC3=O)N)O)[C@@](C(=O)NC1=O)(C)O The molecule is a single-strand DNA oligonucleotide comprised of four deoxyadenosine, two deoxycytidine, four thymidine and eight deoxyguanidine residues connected by 3'->5' phosphodiester linkages in the sequence G-C-G-A-G-T-G-A-T-T-A-T-G-G-A-C-G-G, with a (6-4) lesion at the central two thymidine residues (PDB entry: 3VW3).